C(C1=CC(O)=C(O)C(O)=C1)(=O)OCCCCO butylene glycol gallate